C(C)C1=NC=2C(=NC(=CC2C)C)N1CC=1C=CC(=NC1)C1=C(SC(=C1)C1=CC=CC=C1)S(=O)(=O)NC(OCCCC)=O butyl (3-(5-((2-ethyl-5,7-dimethyl-3H-imidazo[4,5-b]pyridin-3-yl)methyl) pyridin-2-yl)-5-phenylthiophen-2-yl)sulfonylcarbamate